COC1=NN2C(C(=CC=C2C(NC2=CC3=CN(N=C3C=C2OC)C)=O)N2C[C@@H](N([C@H](C2)C)C(=O)OC(C)(C)C)C)=C1 tert-butyl (2S,6S)-4-[2-methoxy-7-[(6-methoxy-2-methyl-indazol-5-yl)carbamoyl]pyrazolo[1,5-a]pyridin-4-yl]-2,6-dimethyl-piperazine-1-carboxylate